FC(C=1OC(=NN1)C1=CC(=C(C=C1)CN1N=C(N=N1)C=1C=C2C=CN=CC2=CC1)F)F 2-(Difluoromethyl)-5-(3-fluoro-4-((5-(isoquinolin-6-yl)-2H-tetrazol-2-yl)methyl)phenyl)-1,3,4-oxadiazole